CC1(CCN(CC1)CC(=O)NC=1C=C(C(=NC1)C)NC(=O)C1=NN=C2N1C=CC(=C2)C=2C=NN(C2)C)C N-(5-(2-(4,4-dimethylpiperidin-1-yl)acetamido)-2-methylpyridin-3-yl)-7-(1-methyl-1H-pyrazol-4-yl)-[1,2,4]triazolo[4,3-a]pyridine-3-carboxamide